CN1CC2(CC(C2)N(C([O-])=O)C=2N=CC3=C(C(=C(C=C3C2)C2=C(C3=C(OCCN3)N=C2)C)F)N)CC1 6-Methyl-6-azaspiro[3.4]octan-2-yl(8-amino-7-fluoro-6-(8-methyl-2,3-dihydro-1H-pyrido[2,3-b][1,4]oxazin-7-yl)isoquinolin-3-yl)carbamate